FC1=NC(=CC(=C1)NC1=CC=C(C(=N1)C(=O)NCC#CC(C)(C)C)OC)F 6-[(2,6-difluoro-4-pyridyl)amino]-N-(4,4-dimethylpent-2-ynyl)-3-methoxy-pyridine-2-carboxamide